1-cyclopropyl-3-[[1-(4-hydroxybutyl)benzimidazol-2-yl]methyl]imidazo[4,5-c]pyridin-2-one C1(CC1)N1C(N(C=2C=NC=CC21)CC2=NC1=C(N2CCCCO)C=CC=C1)=O